2-[(tert-butyldimethylsilyl)oxy]ethane-1-sulfonamide [Si](C)(C)(C(C)(C)C)OCCS(=O)(=O)N